OC(CCC(=O)[O-])C gamma-hydroxyvalerate